(3R)-4-[2-[4-[1-(3-Methoxy-[1,2,4]triazolo[4,3-b]pyridazin-6-yl)-4-piperidyl]phenoxy]ethyl]-1,3-dimethyl-piperazin-2-one COC1=NN=C2N1N=C(C=C2)N2CCC(CC2)C2=CC=C(OCCN1[C@@H](C(N(CC1)C)=O)C)C=C2